3-hydroxy-3-(2-oxo-2-phenylethyl)indol-2-one OC1(C(NC2=CC=CC=C12)=O)CC(C1=CC=CC=C1)=O